(Z)-2-(4-(1-(4-amino-2-fluorobut-2-en-1-yl)-6-(trifluoromethyl)-1H-benzo[d]imidazol-4-yl)-1H-pyrazol-1-yl)ethane-1-ol hydrochloride Cl.NC\C=C(\CN1C=NC2=C1C=C(C=C2C=2C=NN(C2)CCO)C(F)(F)F)/F